N(C(=N)N)[C@@H]1CC[C@H](CC1)NC(OC(C)(C)C)=O tert-butyl N-[(trans)-4-carbamimidamidocyclohexyl]carbamate